FC1(CCC(CC1)[C@@H](C=1OC2=C(N1)C=C(C=C2)[C@@H](COC)N2C(N[C@@H](C2)C(F)F)=O)NC(OCC2=CC=CC=C2)=O)F benzyl ((S)-(4,4-difluorocyclohexyl)(5-((S)-1-((S)-4-(difluoromethyl)-2-oxoimidazolidin-1-yl)-2-methoxy-ethyl)benzo[d]oxazol-2-yl)methyl)carbamate